FC1=CC=C(COC2=CC(=NC3=CC=CC=C23)C(=O)O)C=C1 4-((4-fluorobenzyl)oxy)quinoline-2-carboxylic acid